S(OC1=CC=C(C=C1)COC1=C(C=C(C=C1CO)CO)CO)(=O)(=O)F 4-((2,4,6-tris(hydroxymethyl)phenoxy)methyl)phenyl sulfurofluoridate